[Si](C1=CC=CC=C1)(C1=CC=CC=C1)(C(C)(C)C)OC1(CN(CCOC1)C1=NC(=NC(=N1)Cl)OC(C)[C@]12CCCN2C[C@@H](C1)F)C (2R,7aS)-7a-{1-[(4-{6-[(tert-butyldiphenylsilyl)oxy]-6-methyl-1,4-oxazepan-4-yl}-6-chloro-1,3,5-triazin-2-yl)oxy]ethyl}-2-fluoro-hexahydropyrrolizine